3-oxopyrrolidine-1-carboxylic acid t-butyl ester C(C)(C)(C)OC(=O)N1CC(CC1)=O